(S,6S)-N'-(((R)-2-fluoro-1,2,3,5,6,7-hexahydro-s-indacen-4-yl)carbamoyl)-6-methoxy-6,7-dihydro-5H-pyrazolo[5,1-b][1,3]oxazine-3-sulfonimidamide F[C@@H]1CC2=CC=3CCCC3C(=C2C1)NC(=O)N=[S@@](=O)(N)C=1C=NN2C1OC[C@H](C2)OC